N-(2-hydroxypyridin-4-yl)-3-methyl-1-((tetrahydro-2H-pyran-3-yl)methyl)-4-(trifluoromethyl)-1H-pyrazole-5-carboxamide OC1=NC=CC(=C1)NC(=O)C1=C(C(=NN1CC1COCCC1)C)C(F)(F)F